C1(CC1)C1=CC=C(C=N1)B(O)O 6-cyclopropylpyridin-3-ylboronic acid